P(=O)([O-])([O-])O.[Ca+2].CC(C)(C)S(=O)NC(C)C1CCOCC1 2-methyl-N-[1-(oxan-4-yl)ethyl]propane-2-sulfinamide Monocalcium phosphat